FC=1C=C(CN2C(=NC3=NC=C(C=C32)N3C=CC=2N=CN=C(C23)OC)C=2C=NN(C2)C(F)F)C=C(C1)F 1-(3,5-difluorobenzyl)-2-(1-(difluoromethyl)-1H-pyrazol-4-yl)-6-(4-methoxy-5H-pyrrolo[3,2-d]pyrimidin-5-yl)-1H-imidazo[4,5-b]pyridine